ClC1=CC2=C(N=N1)NC(=C2)C(=O)N 3-chloro-7H-pyrrolo[2,3-c]pyridazine-6-carboxamide